(4R)-3-[6-[(1S)-1-(2,2-difluoro-1,3-benzodioxol-5-yl)ethoxy]-2-pyridyl]-1-(2,2,2-trifluoroethyl)-4,5,6,7-tetrahydroindazol-4-ol FC1(OC2=C(O1)C=CC(=C2)[C@H](C)OC2=CC=CC(=N2)C2=NN(C=1CCC[C@H](C21)O)CC(F)(F)F)F